O1CCC(CC1)NC1=C2C=CN(C2=CC=C1)CC(F)(F)F 4-((tetrahydro-2H-pyran-4-yl)amino)-1-(2,2,2-trifluoroethyl)-1H-indol